FC=1NC(C2=CC(=C(C=C2C1[C@@H](C)N(C(NC)=O)C1=CC(=CC=C1)F)F)F)=O (R)-3-(3-fluoro-1-(6,7-difluoro-1-oxo-1,2-dihydroisoquinolin-4-yl)ethyl)-3-(3-fluorophenyl)1-methylurea